N-(4-(((tert-butyldimethylsilyl)oxy)methyl)phenyl)-5-cyanopyridine-2-sulfonylamine [Si](C)(C)(C(C)(C)C)OCC1=CC=C(C=C1)NS(=O)(=O)C1=NC=C(C=C1)C#N